NCCC(=O)OC[C@H](CCCCCCCCCCCCCCC(=O)O)CCCCCCCCCCCCCC(=O)O (R)-3-((3-aminopropionyl)oxy)propane-1,2-diyl-di(tetradecanoic acid)